N-hydroxy-4-((3-(2-methoxyphenethyl)-2,4-dioxo-3,4-dihydroquinazolin-1(2H)-yl)methyl)benzamide ONC(C1=CC=C(C=C1)CN1C(N(C(C2=CC=CC=C12)=O)CCC1=C(C=CC=C1)OC)=O)=O